p-methyltrifluorobenzene CC1=C(C(=C(C=C1)F)F)F